Methyl 4-((2,7-diphenylimidazo[1,2-a]pyridin-3-yl)amino)benzoate C1(=CC=CC=C1)C=1N=C2N(C=CC(=C2)C2=CC=CC=C2)C1NC1=CC=C(C(=O)OC)C=C1